N,N'''-disecbutyl-N,N',N'',N'''-tetramethyl(triethylenetetramine) C(C)(CC)N(CCN(CCN(CCN(C)C(C)CC)C)C)C